CC1=C(C=COC(=O)C=2C=CC=3N(N2)C=CN3)C=CC=C1.BrC=1SC(=CN1)COC 2-bromo-5-(methoxymethyl)thiazole 2-methylstyrene-ylimidazo[1,2-b]pyridazine-6-carboxylate